BrC=1C(=CC=2N(C1)C=C(N2)C)OCC(F)(F)F 6-bromo-2-methyl-7-(2,2,2-trifluoroethoxy)imidazo[1,2-a]pyridine